CCC(C)(C)OC(C(C(=O)O)(C)C)=O 2,2-dimethyl-malonic acid (methyl-tert-butyl) ester